OC1CC(C1)NC1=C2C(=NC=C1)N(N=C2CNC(C=C)=O)C2=CC=C(C=C2)OC(F)(F)F N-((4-((3-hydroxycyclobutyl)amino)-1-(4-(trifluoromethoxy)phenyl)-1H-pyrazolo[3,4-b]pyridin-3-yl)methyl)acrylamide